NC1=CC=C(C=N1)/C=C/C(=O)NCC1=COC2=C1C=C(C=C2Cl)C2=NC=C(C=C2)C(=O)N2CCC(CC2)(F)F (E)-3-(6-amino-pyridin-3-yl)-N-((7-chloro-5-(5-(4,4-difluoro-piperidine-1-carbonyl)pyridin-2-yl)benzofuran-3-yl)methyl)acrylamide